[C@@H]1([C@H](O)[C@@H](O)[C@@H](O)[C@H](O1)CO)O[C@@H]([C@@H](C(CO)=O)O)[C@H](O)CO beta-D-galactosyl-(1->4)-D-fructose